4-ethyl-2,3-difluorobromobenzene C(C)C1=C(C(=C(C=C1)Br)F)F